COC=1C(=C(C=C(C1C(=O)N1CC2=CC=C(C=C2C1)NC)C1=C(C=CC(=C1)C)S(=O)(=O)[O-])C1=C(C=CC(=C1)C)S(=O)(=O)[O-])C 5-methoxy-4-methyl-6-(5-(methylamino) isoindoline-2-carbonyl)-1,3-phenylenebis(4-methylbenzenesulfonate)